8'-((2S,5R)-4-acryloyl-2,5-dimethylpiperazin-1-yl)-11'-(4-fluorophenyl)-10'-(trifluoromethyl)-2'H,4'H,6'H-spiro[oxetane-3,3'-[1,4]thiazepino[2,3,4-ij]quinazolin]-6'-one C(C=C)(=O)N1C[C@@H](N(C[C@H]1C)C1=NC(N2C3=C(C(=C(C=C13)C(F)(F)F)C1=CC=C(C=C1)F)SCC1(C2)COC1)=O)C